CSC=1OC2=C(N1)C=CC(=C2)C(C)O 1-(2-(methylthio)benzo[d]oxazol-6-yl)ethan-1-ol